NCCC[Si](C)(C)OCCC 3-aminopropyl-(propoxydimethylsilane)